F/C=1/C(=O)OC(\C1)=O fluoromaleic anhydride